[3-(dibenzylamino)-2-fluoropropyl]dimethylamine C(C1=CC=CC=C1)N(CC(CN(C)C)F)CC1=CC=CC=C1